C1(=CC=CC=C1)S(=O)(=O)NC(CC1=CC(=CC=C1)C(N)=N)C=1SC2=C(N1)C=CC(=C2)OCC2CN(C2)C(=O)OC(C)(C)C tert-butyl 3-[[2-[1-(benzenesulfonamido)-2-(3-carbamimidoylphenyl) ethyl]-1,3-benzothiazol-6-yl] oxymethyl]azetidine-1-carboxylate